4-(4-Bromothiazol-2-yl)-4-oxobutanoic acid methyl ester COC(CCC(=O)C=1SC=C(N1)Br)=O